N-cyclopropyl-2-(difluoromethoxy)-4-[7-[2-(4,4-difluoro-1-piperidyl)ethoxy]imidazo[1,2-a]pyridin-3-yl]-6-methoxy-benzamide C1(CC1)NC(C1=C(C=C(C=C1OC)C1=CN=C2N1C=CC(=C2)OCCN2CCC(CC2)(F)F)OC(F)F)=O